(5-(6-bromo-4-methyl-1H-benzo[d]imidazol-2-yl)-1H-pyrrol-3-yl)(2-(trifluoromethyl)phenyl)methanone BrC=1C=C(C2=C(NC(=N2)C2=CC(=CN2)C(=O)C2=C(C=CC=C2)C(F)(F)F)C1)C